NC1=C(C(=NC(=N1)N1CCC2(CC1)[C@@H](C1=CC=CC=C1C2)N)C(=O)N)C2=C(C(=CC=C2)Cl)Cl 6-Amino-2-((S)-1-amino-1,3-dihydrospiro[indene-2,4'-piperidin]-1'-yl)-5-(2,3-dichlorophenyl)pyrimidine-4-carboxamide